(5S)-2-(3-Chloro-4-fluorobenzyl)-5-{[(3S)-3-fluoropyrrolidin-1-yl]carbonyl}-5,6,7,8-tetrahydro[1,2,4]triazolo[4,3-a]pyridin-3(2H)-on ClC=1C=C(CN2N=C3N([C@@H](CCC3)C(=O)N3C[C@H](CC3)F)C2=O)C=CC1F